6-(5-((E)-((1S,2S,5R)-2-fluoro-1,5-dimethyl-9-azabicyclo[3.3.1]nonan-3-ylidene)methyl)-1,3,4-thiadiazol-2-yl)isoquinolin-7-ol F[C@@H]\1[C@@]2(CCC[C@](C/C1=C\C1=NN=C(S1)C=1C=C3C=CN=CC3=CC1O)(N2)C)C